5-[4-amino-5-(trifluoromethyl)pyrrolo[2,1-f][1,2,4]triazin-7-yl]-N-[(3R)-3-(4-chlorophenyl)-3-hydroxypropyl]-2-methoxypyridine-3-carboxamide NC1=NC=NN2C1=C(C=C2C=2C=C(C(=NC2)OC)C(=O)NCC[C@@H](O)C2=CC=C(C=C2)Cl)C(F)(F)F